5-(5-bromo-6-cyanopyridin-2-yl)-3-methylisothiazole-4-carboxylic acid ethyl ester C(C)OC(=O)C=1C(=NSC1C1=NC(=C(C=C1)Br)C#N)C